BrC1=NN(C=C1)C1=NC=CC=C1Cl 3-bromo-1-(3-chloro-2-pyridinyl)-1H-pyrazole